BrC1=C(NSS1)Br dibromodithiazole